[S-][S-].[Na+].[Fe+2] iron sodium disulfide